C(CCC)C(C(C(=O)[O-])(OOC(C)(C)C)OOC(C)(C)C)CC butyl-di(tert.-butyl-peroxy)valerate